N-(azetidin-1-ylsulfonyl)-5-cyclopropyl-4-(((1-(1-(3,5-dichlorophenyl)propyl)-3-fluoroazetidin-3-yl)methoxy)methyl)-2-fluorobenzamide N1(CCC1)S(=O)(=O)NC(C1=C(C=C(C(=C1)C1CC1)COCC1(CN(C1)C(CC)C1=CC(=CC(=C1)Cl)Cl)F)F)=O